N(C1=CC=C(C=C1)C#CC=1C=C(C=C(C(=O)[O-])C1)C(=O)[O-])(C1=CC=C(C=C1)C#CC=1C=C(C=C(C(=O)[O-])C1)C(=O)[O-])C1=CC=C(C=C1)C#CC=1C=C(C=C(C(=O)[O-])C1)C(=O)[O-] 5,5',5''-((nitrilotris(benzene-4,1-diyl))tris(ethyne-2,1-diyl))triisophthalate